CC1=NNC(=C1)C1=NSC=2C1=NC(=CC2N=S2(CCOCC2)=O)N2[C@@H](COCC2)C 4-{[3-(3-methyl-1H-pyrazol-5-yl)-5-[(3R)-3-methylmorpholin-4-yl]-[1,2]thiazolo[4,5-b]pyridin-7-yl]imino}-1,4λ^6-oxathian-4-one